NC1=C(C=C(C=N1)C#CC=1C=C(C(=O)NC2=CC(=NN2C2=CC=C(C=C2)C)C(C)(C)C)C=CC1C)F 3-((6-amino-5-fluoropyridin-3-yl)ethynyl)-N-(3-(tert-butyl)-1-(p-tolyl)-1H-pyrazol-5-yl)-4-methylbenzamide